CC1C=CCCC1 3-methylcyclohexene